C1(CC1)CCN(C1=C2CN(C(C2=CC=C1)=O)C1C(NC(CC1)=O)=O)C1CCC(CC1)NC 3-{4-[(2-cyclopropylethyl)[4-(methylamino)cyclohexyl]amino]-1-oxo-3H-isoindol-2-yl}piperidine-2,6-dione